Cl.Cl.FC1=NNC=C1C=1C=CC(=C(C1)O)C1=NC=C(N=C1)N(C1CC(NC(C1)(C)C)(C)C)C 5-(3-fluoro-1H-pyrazol-4-yl)-2-{5-[methyl(2,2,6,6-tetramethylpiperidin-4-yl)amino]pyrazin-2-yl}phenol-Dihydrochlorid